N-benzyl-2-(11-chloro-8,9-dihydro-3H-benzo[5,6][1,2,3]triazolo[4',5':7,8]cycloocta[1,2-b]pyridin-3-yl)-N-methylacetamide C(C1=CC=CC=C1)N(C(CN1N=NC=2C3=C(CCC=4C(=NC=CC4)C21)C=C(C=C3)Cl)=O)C